1-(cyclopropylmethyl)-2-methyl-1H-indole-6-carboxylic acid C1(CC1)CN1C(=CC2=CC=C(C=C12)C(=O)O)C